N-(3-((7-methoxy-4-(naphthalen-1-ylamino)quinazolin-6-yl)oxy)cyclobutyl)acrylamide COC1=C(C=C2C(=NC=NC2=C1)NC1=CC=CC2=CC=CC=C12)OC1CC(C1)NC(C=C)=O